tert-butyl 4-(1-(2-carbamoyl-3-chlorophenyl)-3-isopropyl-3-methyl-2-oxoindolin-6-yl)piperidine-1-carboxylate C(N)(=O)C1=C(C=CC=C1Cl)N1C(C(C2=CC=C(C=C12)C1CCN(CC1)C(=O)OC(C)(C)C)(C)C(C)C)=O